FC=1C=C(C=C(C1OC(C)C)F)C=1C=C2CC([C@H](C2=CC1)NC(O[C@@H]1CN2CCC1CC2)=O)(C)C (S)-quinuclidin-3-yl ((R)-5-(3,5-difluoro-4-isopropoxyphenyl)-2,2-dimethyl-2,3-dihydro-1H-inden-1-yl)carbamate